1-bromo-3-(3-cyclopentylpropoxy)benzene BrC1=CC(=CC=C1)OCCCC1CCCC1